ClC1=C(C2=C(C(=NC(S2)(C)C)C=2C=NC3=C(C=CC=C3C2)F)C=C1)Cl 7,8-dichloro-4-(8-fluoro-3-quinolinyl)-2,2-dimethyl-1,3-benzothiazine